[1,3]thiazolo[4,5-c]pyridin-2-amine hydrochloride Cl.S1C(=NC=2C=NC=CC21)N